(S)-N-(7-chloro-6-((3R,4R) or (3S,4S)-4-(4-hydroxy-3,4-dimethyltetrahydrofuran-3-yl)piperazin-1-yl)isoquinolin-3-yl)-6-oxaspiro[2.5]octane-1-carboxamide ClC1=C(C=C2C=C(N=CC2=C1)NC(=O)[C@H]1CC12CCOCC2)N2CCN(CC2)[C@@]2(COC[C@]2(C)O)C |o1:28,32|